Cl.ClC=1C=C(C(=C(C1)C1=NC=NN2C1=CC(=C2)CN2C(N(C=CC2=O)C(C)C)=O)CC2CN[C@H](CO2)C)C 3-((4-(5-chloro-3-methyl-2-(((5S)-5-methylmorpholin-2-yl)methyl)phenyl)pyrrolo[2,1-f][1,2,4]triazin-6-yl)methyl)-1-isopropylpyrimidine-2,4(1H,3H)-dione hydrochloride